C(C)(C)(C)OC(=O)N(C1(CC1)C(=O)O)C 1-(tert-butoxycarbonyl-methyl-amino)-cyclopropanecarboxylic acid